C(C)(C)SCCO 2-(isopropylthio)ethanol